N=1C=C(N2C1C=CC=C2)C(=O)N2CC1=C(CC2)C(=CS1)C(=O)Cl 6-(imidazo[1,2-a]pyridine-3-carbonyl)-5,7-dihydro-4H-thieno[2,3-c]pyridine-3-carbonyl chloride